NC[C@H]1CN(CCC1)C1=NC=CC(=N1)NC1=NNC(=C1)C1CC1 2-[(3S)-3-(aminomethyl)-1-piperidinyl]-N-(5-cyclopropyl-1H-pyrazol-3-yl)pyrimidin-4-amine